2-ethyl-3-methyl-1-hexanol 2-[chlorocarbonyl-(methyl)amino]Ethyl-N-butyl-N-methyl-carbamate ClC(=O)N(CCCN(C(=O)OCC(C(CCC)C)CC)CCCC)C